iron-chromium aluminum [Al].[Cr].[Fe]